CC1(CC(C2=CC(=CC=C12)NC1CCC(CC1)NC(OC(C)(C)C)=O)(C)C)C tert-butyl (4-((1,1,3,3-tetramethyl-2,3-dihydro-1H-inden-5-yl)amino) cyclohexyl)carbamate